[Na].C(CCC)B(CCCC)CCCC Tributyl-boron sodium